5-(methylsulfonyl)-1-keto-1,3-dihydrospiro[indene-2,4'-piperidine]-1'-carboxylic acid tert-butyl ester C(C)(C)(C)OC(=O)N1CCC2(CC1)C(C1=CC=C(C=C1C2)S(=O)(=O)C)=O